C(C(C)C)[C@@H]1C(N2[C@@H](N(O1)C(\C=C\C1=NC=CC=C1)=O)CN(C([C@@H]2CC(C)C)=O)C2CCN(CCC2)C)=O (3R,6S,9aS)-3,6-diisobutyl-8-(1-methylazepan-4-yl)-1-((E)-3-(pyridin-2-yl)acryloyl)tetrahydropyrazino[2,1-c][1,2,4]oxadiazine-4,7(3H,6H)-dione